2-(4-(2-Fluoropyridin-3-yl)phenyl)acetic acid methyl ester COC(CC1=CC=C(C=C1)C=1C(=NC=CC1)F)=O